tert-butyl (2S,5S)-2-carbamoyl-5-(4-((2-fluorobenzyl)oxy)phenyl)pyrrolidine-1-carboxylate C(N)(=O)[C@H]1N([C@@H](CC1)C1=CC=C(C=C1)OCC1=C(C=CC=C1)F)C(=O)OC(C)(C)C